N-[2-(4-Hydroxyphenyl)ethyl]pent-4-ynamide OC1=CC=C(C=C1)CCNC(CCC#C)=O